CCCCCCCCCCCCCCCCCCCC[C@H](C(=O)N[C@@H](CO[C@H]1[C@@H]([C@H]([C@H]([C@H](O1)CO)O)OS(=O)(=O)O)O)[C@@H](/C=C/CCCCCCCCCCCCC)O)O The molecule is a galactosylceramide sulfate in which the sulfo group is located at position 3 and the ceramide N-acyl group is specified as (R)-2-hydroxybehenoyl. It is a N-acyl-beta-D-galactosylsphingosine and a galactosylceramide sulfate. It is a conjugate acid of a 1-(3-O-sulfo-beta-D-galactosyl)-N-[(2R)-2-hydroxybehenoyl]sphingosine(1-).